(R)-N-(2-(4-(dimethylamino)piperidin-1-yl)-5-((6-(3-(3-fluoro-5-(3-fluorophenoxy)phenyl)isoxazolidin-2-yl)pyrimidin-4-yl)amino)-4-methoxyphenyl)acrylamide CN(C1CCN(CC1)C1=C(C=C(C(=C1)OC)NC1=NC=NC(=C1)N1OCC[C@@H]1C1=CC(=CC(=C1)OC1=CC(=CC=C1)F)F)NC(C=C)=O)C